N-(2-Chloro-4-(trifluoromethyl)phenyl)-1-(5-(1-(2-(2,6-dioxopiperidin-3-yl)-1,3-Dioxoisoindoline-5-yl)piperidin-4-yl)-5,6-dihydropyrrolo[3,4-c]pyrazol-1(4H)-yl)cyclobutane-1-formamide ClC1=C(C=CC(=C1)C(F)(F)F)NC(=O)C1(CCC1)N1N=CC2=C1CN(C2)C2CCN(CC2)C=2C=C1C(N(C(C1=CC2)=O)C2C(NC(CC2)=O)=O)=O